ClC1=C(C=CC=C1)S(=O)(=O)NC1=NC(=C(C=C1)C1=CC2=C(N=C(N=C2)NC2CCC(CC2)N(C)C)N(C1=O)C(C)C)C 2-Chloro-N-(5-(2-(((1r,4r)-4-(dimethylamino)cyclohexyl)amino)-8-isopropyl-7-oxo-7,8-dihydropyrido[2,3-d]pyrimidin-6-yl)-6-methylpyridin-2-yl)benzenesulfonamide